N1,N1,N3,N3-Tetraphenylbenzene-1,3,5-triamine C1(=CC=CC=C1)N(C1=CC(=CC(=C1)N)N(C1=CC=CC=C1)C1=CC=CC=C1)C1=CC=CC=C1